OC[C@H]1[C@@H](CC2(OCCO2)C1)NC(OC(C)(C)C)=O |r| tert-Butyl ((7R,8R)- and (7S,8S)-8-(hydroxymethyl)-1,4-dioxaspiro[4.4]nonan-7-yl)carbamate